benzyl dichromate [Cr](=O)(=O)(OCC1=CC=CC=C1)O[Cr](=O)(=O)[O-]